(1S,2S)-2-(3-chlorophenyl)-N-(6-(((6-cyclopropyl-8-(3-fluoroazetidin-1-yl)imidazo[1,2-a]pyridin-2-yl)methyl)amino)pyrimidin-4-yl)cyclopropane-1-carboxamide ClC=1C=C(C=CC1)[C@@H]1[C@H](C1)C(=O)NC1=NC=NC(=C1)NCC=1N=C2N(C=C(C=C2N2CC(C2)F)C2CC2)C1